tert-butyl 4-(2-piperazinylethyl)piperidinecarboxylate N1(CCNCC1)CCC1CCN(CC1)C(=O)OC(C)(C)C